C1(CC1)C(=O)NC1=CC(=C(N=N1)C(=O)NC)NC1=CC=CC2=C1OCC1=C2N(N=C1)C 6-(cyclopropanecarboxamido)-N-methyl-4-((1-methyl-1,4-dihydrochromeno[4,3-c]pyrazol-6-yl)amino)pyridazine-3-carboxamide